tert-butyl-2-(3-oxoprop-1-en-2-yl)pyrrolidine C(C)(C)(C)N1C(CCC1)C(=C)C=O